COC(=O)C1=C[C@H]([C@H]([C@@H](O1)[C@H]([C@@H](COC(C)=O)OC(C)=O)OC(C)=O)NC(C)=O)N=[N+]=[N-] (2R,3R,4R)-3-acetylamino-4-azido-2-[(1R,2R)-1,2,3-triacetoxypropyl]-3,4-dihydro-2H-pyran-6-carboxylic acid methyl ester